NC=1C2=C(N=CN1)N(C=C2C2=CC(=C(C=C2)NC(=O)NC2=CC(=NO2)CC)F)C2CC2 1-(4-(4-amino-7-cyclopropyl-7H-pyrrolo[2,3-d]pyrimidin-5-yl)-2-fluorophenyl)-3-(3-ethylisoxazol-5-yl)urea